CN(C1=C(C(=NC=2N1N=CN2)C)CC2=CC=C(C=C2)S(=O)(=N)CCNC(OC(C)(C)C)=O)C tert-butyl (2-(4-((7-(dimethylamino)-5-methyl-[1,2,4]triazolo[1,5-a]pyrimidin-6-yl)methyl)phenylsulfonimidoyl)ethyl)carbamate